3-(8,8-difluoro-7-hydroxy-5-trifluoromethylbicyclo[4.2.0]oct-1,3,5-triene-2-enyloxy)-5-difluoromethylbenzidine FC1(C(C2=C(C(=C=C=C12)OC=1C=C(C=C(C1N)C(F)F)C1=CC=C(N)C=C1)C(F)(F)F)O)F